CN(C)CCCN=C=N (dimethylaminopropyl)-carbodiimide